(E)-Diethyl 2-(4-fluorophenyl)fumarate FC1=CC=C(C=C1)/C(/C(=O)OCC)=C\C(=O)OCC